((5-((dimethylamino)methyl)-1,3-phenylene)bis(oxy))bis(octane-8,1-diyl)dioctanoate CN(C)CC=1C=C(C=C(C1)OCCCCCCCCCCCCCCCC(=O)[O-])OCCCCCCCCCCCCCCCC(=O)[O-]